2-[(4-{7-[(4-amino-1-hydroxycyclohexyl)methyl]-2,7-diazaspiro[3.5]nonan-2-yl}pyrimidin-5-yl)oxy]-N-ethyl-5-fluoro-N-isopropylbenzamide NC1CCC(CC1)(O)CN1CCC2(CN(C2)C2=NC=NC=C2OC2=C(C(=O)N(C(C)C)CC)C=C(C=C2)F)CC1